N,N-diethyl-meta-acetamidoaniline C(C)N(C1=CC(=CC=C1)NC(C)=O)CC